4-(8-azabicyclo[3.2.1]oct-2-en-8-yl)-N-(1-methyl-1H-pyrazol-4-yl)pyrimidin-2-amine C12C=CCC(CC1)N2C2=NC(=NC=C2)NC=2C=NN(C2)C